C1(CC1)CC1(CN(C1)C1=NC=C(C=C1F)C1=NNC2=CC=C(C=C12)O[C@H](C)C1=C(C=NC=C1Cl)Cl)N (R)-3-(cyclopropylmethyl)-1-(5-(5-(1-(3,5-dichloropyridin-4-yl)ethoxy)-1H-indazol-3-yl)-3-fluoropyridin-2-yl)azetidin-3-amine